1-(3-{6-amino-5-[1-(2,6-dichloro-3-fluoro-phenyl)-ethoxy]-pyridin-3-yl}-phenyl)-ethanone NC1=C(C=C(C=N1)C=1C=C(C=CC1)C(C)=O)OC(C)C1=C(C(=CC=C1Cl)F)Cl